tert-butyl (2-(morpholinomethyl)pyridin-4-yl)carbamate O1CCN(CC1)CC1=NC=CC(=C1)NC(OC(C)(C)C)=O